BrC=1C=C2CC(C(N(C2=CC1)CC1=CC=C(C=C1)OC)=O)CCCl 6-bromo-3-(2-chloroethyl)-1-(4-methoxybenzyl)-3,4-dihydroquinolin-2(1H)-one